C(C)(C)(C)C1=CC=C(C=C1)C1=NN(C2=CC=CC=C12)S(=O)(=O)C1=CC=C(C)C=C1 3-(4-(tert-butyl)phenyl)-1-tosyl-1H-indazole